[Si](C1=CC=CC=C1)(C1=CC=CC=C1)(C(C)(C)C)OCCC1C(C(CC1)O)O 3-(2-((tert-butyldiphenylsilyl)oxy)ethyl)cyclopentane-1,2-diol